CN1N=NC2=C1C=CC(=C2)B2OC(C(O2)(C)C)(C)C 1-methyl-5-(4,4,5,5-tetramethyl-1,3,2-dioxaborolan-2-yl)-1H-benzotriazole